5-[2-(2,6-dichloropyridin-4-yl)-5-fluoro-phenyl]-4-methyl-4H-1,2,4-triazole-3-thiol ClC1=NC(=CC(=C1)C1=C(C=C(C=C1)F)C=1N(C(=NN1)S)C)Cl